m-phenylene-bis(allylbicyclo[2.2.1]hept-5-ene-2,3-dicarboximide) C1(=CC(=CC=C1)C12C3(C(C(C=C1)C2)C(NC3=O)=O)CC=C)C32C1(C(C(C=C3)C2)C(NC1=O)=O)CC=C